2,2',2''-(1,3,5-benzentriyl)-tris(1-phenyl-1H-benzimidazole) C1(=CC(=CC(=C1)C1=NC2=C(N1C1=CC=CC=C1)C=CC=C2)C2=NC1=C(N2C2=CC=CC=C2)C=CC=C1)C1=NC2=C(N1C1=CC=CC=C1)C=CC=C2